1-(1-(tert-butoxycarbonyl)piperidin-4-yl)-3-(hydroxymethyl)-5-methyl-2-oxo-1,2-dihydropyridine-4-carboxylic acid C(C)(C)(C)OC(=O)N1CCC(CC1)N1C(C(=C(C(=C1)C)C(=O)O)CO)=O